BrC=1C=C2C(=NC1)NC(=C2)C 5-bromo-2-methyl-1H-pyrrolo[2,3-b]pyridine